C(C1=CC=CC=C1)OC1CC2(C1)NC(N(C2=O)C2=CN=CC1=CC=CC=C21)=O 2-(benzyloxy)-7-(isoquinolin-4-yl)-5,7-diazaspiro[3.4]octane-6,8-dione